N(=[N+]=[N-])C1=C2NC(=C1)C(=C1C=CC(=N1)C(=C1C=CC(N1)=C(C=1C=CC(N1)=C2C2=C(C(=C(C(=C2F)F)F)F)F)C2=C(C(=C(C(=C2F)F)F)F)F)C2=C(C(=C(C(=C2F)F)F)F)F)C2=C(C(=C(C(=C2F)F)F)F)F mono-azidotetra(pentafluorophenyl)porphyrin